[N+](=O)([O-])C=1C=C2C=C3NC4=CC=CC=C4C(N3C2=CC1)=O 8-nitroindolo[2,1-b]quinazolin-12-one